trimethylolpropane tri[3-(aziridin-1-yl) propionate] N1(CC1)CCC(=O)O.N1(CC1)CCC(=O)O.N1(CC1)CCC(=O)O.C(O)C(CC)(CO)CO